2-pentyl-9,10-bis(n-butoxycarbonylbutyleneoxy)anthracene C(CCCC)C1=CC2=C(C3=CC=CC=C3C(=C2C=C1)OCCCCC(=O)OCCCC)OCCCCC(=O)OCCCC